FC1([C@H](CN(CC1)[C@H](C(=O)NC1=NC=C(C=C1)OC1=CC=C(C=C1)F)C)C1=CC(=[N+](C=C1)[O-])C)F 4-((S)-4,4-difluoro-1-((s)-1-((5-(4-fluorophenoxy)pyridin-2-yl)amino)-1-oxopropan-2-yl)piperidin-3-yl)-2-methylpyridine 1-oxide